methyl (6-(benzyloxy)-10-cyclopropyl-[1,2,4]triazolo[5,1-a]isoquinoline-5-carbonyl)glycinate C(C1=CC=CC=C1)OC1=C(N2C(C3=C(C=CC=C13)C1CC1)=NC=N2)C(=O)NCC(=O)OC